diisopropyl ether (1s,3s)-methyl-3-((3-((1-(4-chlorophenyl)-2-oxo-2-(6-(trifluoromethoxy)indolin-1-yl)ethyl)amino)-5-methoxyphenoxy)methyl)cyclobutene-carboxylate COC(=O)C1=C[C@H](C1)COC1=CC(=CC(=C1)OC)N[C@H](C(N1CCC2=CC=C(C=C12)OC(F)(F)F)=O)C1=CC=C(C=C1)Cl.C(C)(C)OC(C)C